(S)-3-(3-chloro-4-fluorophenyl)-1-(1-(1-methoxyisoquinolin-4-yl)ethyl)-1-(3-methoxypropyl)urea ClC=1C=C(C=CC1F)NC(N(CCCOC)[C@@H](C)C1=CN=C(C2=CC=CC=C12)OC)=O